(S)-1-(2,3-diphenylquinolin-6-yl)-3-(2-hydroxybutyl)urea C1(=CC=CC=C1)C1=NC2=CC=C(C=C2C=C1C1=CC=CC=C1)NC(=O)NC[C@H](CC)O